CC1=CC=C(CC[NH3+])C=C1 (R)-(+)-p-methylphenethylammonium